CSC1=CC(=NC(=C1)C1=CC=C(C=C1)SC)N 4-(methylthio)-6-(4-(methylthio)phenyl)pyridin-2-amine